NC(C(=O)O)CC1=CC=C(C=C1)OCC(=O)N1CCN(CC1)CC(=O)O 2-amino-3-(4-(2-(4-(carboxymethyl)piperazin-1-yl)-2-oxoethoxy)phenyl)propanoic acid